C(C1=CC=CC=C1)OC1=C(C=C(C=C1)O)Cl 4-(benzyloxy)-3-chlorophenol